N1=C(C=CC=C1)CN1C(SC=C1)=N 3-(pyridin-2-ylmethyl)thiazol-2(3H)-imine